perfluoropentyl-tetralone FC1(C(C2=C(C(=C(C(=C2C(C1(F)F)(F)F)F)F)F)F)=O)C(C(C(C(C(F)(F)F)(F)F)(F)F)(F)F)(F)F